BrC1=C(NCCCO)C(=CC=C1)[N+](=O)[O-] 3-(2-bromo-6-nitro-anilino)propan-1-ol